(±)-tert-butyl (4S)-4-[4-(2-ethoxy-2-oxo-ethyl)phenyl]-2,2-dimethyl-oxazolidine-3-carboxylate C(C)OC(CC1=CC=C(C=C1)[C@@H]1N(C(OC1)(C)C)C(=O)OC(C)(C)C)=O |r|